sec-pentyl n-hexanoate C(CCCCC)(=O)OC(C)CCC